CC1(OC[C@H](O1)CO)C R-2,2-dimethyl-1,3-dioxolane-4-methanol